(R)-1-([1,1'-biphenyl]-4-yl)-3-(1-((1-methyl-1H-imidazol-2-yl)methyl)pyrrolidin-3-yl)-1,3-dihydro-2H-imidazo[4,5-b]pyridin-2-one C1(=CC=C(C=C1)N1C(N(C2=NC=CC=C21)[C@H]2CN(CC2)CC=2N(C=CN2)C)=O)C2=CC=CC=C2